C1=CC=CC2=C1C(=NC1=C(O2)C=CC=C1)C1=C(C(=O)NO)C=CC=C1 dibenzo[b,f][1,4]oxazepin-11-yl-N-hydroxybenzamide